ClC=1C=C2C(=CC=NC2=CC1Cl)O 6,7-dichloroquinolin-4-ol